CN(C=1NC(C2=C(N1)N(N=C2C#N)C(C)C=2C=NC(=CC2)C(F)(F)F)=O)C(C)C2=NC=CC=N2 6-[methyl(1-pyrimidin-2-ylethyl)amino]-4-oxo-1-[1-[6-(trifluoromethyl)-3-pyridyl]ethyl]-5H-pyrazolo[3,4-d]pyrimidine-3-carbonitrile